6-bromo-1-ethyl-2,3-dihydro-1H-inden-1-ol BrC1=CC=C2CCC(C2=C1)(O)CC